COC(COC1=C(C=C(C(=C1)F)Br)C1=NOCC1OCC)=O 2-[4-bromo-5-fluoro-2-(4-ethoxy-4,5-dihydroisoxazol-3-yl)phenoxy]acetic acid methyl ester